COC(=O)C12CCC(CC1)(CC2)N2CCOCC2 4-morpholinyl-bicyclo[2.2.2]Octane-1-carboxylic acid methyl ester